FC1=C(C=CC(=C1)F)[C@H](C)NC(C(=C)C=1C(NC2=CC=NC(=C2C1)C(F)(F)F)=O)=O N-[(1S)-1-(2,4-difluorophenyl)ethyl]-2-[2-oxo-5-(trifluoromethyl)-1H-1,6-naphthyridin-3-yl]propenamide